N1(N=NC2=C1C=CC=C2)C[N+](C(C)C)(C)C N-((1H-benzo[d][1,2,3]triazol-1-yl)methyl)-N,N-dimethylpropan-2-aminium